NC=1C2=C(N=CN1)NC(=C2)C=2C(=CC(=NC2)Cl)OCCO 2-((5-(4-Amino-7H-pyrrolo[2,3-d]pyrimidin-6-yl)-2-chloropyridin-4-yl)oxy)ethan-1-ol